FC=1C=C(CN2C(C(=CC(=C2)C(=O)N[C@H]2[C@@H](C2)CO)C(=O)NC)=O)C=CC1 1-(3-fluorobenzyl)-N5-((1R,2R)-2-(hydroxymethyl)cyclopropyl)-N3-methyl-2-oxo-1,2-dihydropyridine-3,5-dicarboxamide